FC1=CC=C(C=C1)C1=CC(OC2=CC(=CC(=C12)O[C@@H](C(=O)N1C[C@H](CCC1)C(=O)OCC)C)C)=O ethyl (S)-1-((R)-2-((4-(4-fluorophenyl)-7-methyl-2-oxo-2H-chromen-5-yl)oxy)propanoyl)piperidine-3-carboxylate